4'-bromomethyl-[1,1'-biphenyl]-2-carboxylic acid tert-butyl ester C(C)(C)(C)OC(=O)C=1C(=CC=CC1)C1=CC=C(C=C1)CBr